(S)-7-((S)-4-acryloyl-2-methylpiperazin-1-yl)-9-chloro-3-((4-ethylpiperazin-1-yl)methyl)-10-(2,4,6-trifluorophenyl)-2H-[1,4]thiazino[2,3,4-ij]quinazolin-5(3H)-one C(C=C)(=O)N1C[C@@H](N(CC1)C1=NC(N2C3=C(C(=C(C=C13)Cl)C1=C(C=C(C=C1F)F)F)SC[C@@H]2CN2CCN(CC2)CC)=O)C